C1(CC1)C([C@@H](C(=O)NC1=CC=C(C=C1)C=1C(=NNC1C)C)NC(=O)C=1N(N=CC1)CCCS(=O)C)C1CC1 N-[(1S)-1-(dicyclopropylmethyl)-2-[4-(3,5-dimethyl-1H-pyrazol-4-yl)anilino]-2-oxo-ethyl]-2-(3-methylsulfinylpropyl)pyrazole-3-carboxamide